3-isopropylaminopropane C(C)(C)NCCC